tert-butyl (6-chloro-3-formylpyridin-2-yl)carbamate ClC1=CC=C(C(=N1)NC(OC(C)(C)C)=O)C=O